FC=1C=C(C=CC1F)[C@@H]1N(OCC1)C1=CC(=NC=N1)NC=1C(=CC(=C(C1)NC(C=C)=O)N1CCC(CC1)N1CCN(CC1)C(C)C)OC N-(5-((6-((R)-3-(3,4-difluorophenyl)isoxazolidine-2-yl)pyrimidine-4-yl)amino)-2-(4-(4-isopropylpiperazine-1-yl)piperidine-1-yl)-4-methoxyphenyl)acrylamide